5'-Methoxy-2',6-dimethyl-[4,4'-bipyridine]-3-carboxylic acid COC=1C(=CC(=NC1)C)C1=C(C=NC(=C1)C)C(=O)O